C=C1C(CCCC1)C(=O)[O-] METHYLIDENECYCLOHEXANECARBOXYLATE